COC1=C(C=C2C(=N1)N=C(N2)C(F)(F)F)NC2=CC(=CC=C2)C(F)(F)F 5-METHOXY-2-(TRIFLUOROMETHYL)-N-(3-(TRIFLUOROMETHYL)PHENYL)-1H-IMIDAZO[4,5-B]PYRIDIN-6-AMINE